N(=[N+]=[N-])CCCCC(=O)OC1=CC=CC=C1 phenyl 5-azidovalerate